N-acetyl-glucosyl-amide C(C)(=O)[N-]C1[C@H](O)[C@@H](O)[C@H](O)[C@H](O1)CO